1-(tert-butyl) 2-methyl (2R,4R)-4-fluoro-2-(3-hydroxypropyl)pyrrolidine-1,2-dicarboxylate F[C@@H]1C[C@@](N(C1)C(=O)OC(C)(C)C)(C(=O)OC)CCCO